S(C#CC(=O)O)C#CC(=O)O 3,3'-thiobispropynoic acid